[C-]#N.C(CC)[NH+]1C(CCC1)CC 1-Propyl-2-ethylpyrrolidinium cyanid